FC(C(C(=O)N1CCOC2=C(C1)C=NC=C2C#N)(C(F)F)C)F 4-[2-(Difluoromethyl)-3,3-difluoro-2-methyl-propionyl]-3,5-dihydro-2H-pyrido[3,4-f][1,4]oxazepine-9-Formonitrile